CN1C(C2(C3=C(C=CC=C13)[C@@H](C)NC1=NC(=NC3=C4C(=C(C=C13)N1CC3(COC3)C1)CCC4)C)CC2)=O |r| (R/S)-1'-methyl-4'-(1-((2-methyl-6-(2-oxa-6-azaspiro[3.3]heptan-6-yl)-8,9-dihydro-7H-cyclopenta[h]quinazolin-4-yl)amino)ethyl)spiro[cyclopropane-1,3'-indolin]-2'-one